C[C@H]1C=C(CCN1C(=O)OC(C)(C)C)OS(=O)(=O)C(F)(F)F tert-Butyl (6S)-6-methyl-4-[(trifluoromethanesulfonyl)oxy]-3,6-dihydropyridine-1(2H)-carboxylate